CC=1C=C2C=3C=C(C=CC3N(C2=CC1)CCCN1CCOCC1)C=O 6-methyl-9-(3-morpholinopropyl)-9H-carbazole-3-formaldehyde